methyl 2-(((3-(methoxymethyl)-5-methyl-2-oxooxazolidin-5-yl)methoxy)methyl)-6-(trifluoromethyl)nicotinate COCN1C(OC(C1)(C)COCC1=C(C(=O)OC)C=CC(=N1)C(F)(F)F)=O